6-((4-Carbamimidoyl-2-fluorophenoxy)carbonyl)-3-ethylbenzo[d]thiazol C(N)(=N)C1=CC(=C(OC(=O)C2=CC3=C(N(CS3)CC)C=C2)C=C1)F